3-(3-carbamoyl-imidazo[1,5-a]pyridin-7-yl)-4-(trifluoromethyl)benzoic acid C(N)(=O)C1=NC=C2N1C=CC(=C2)C=2C=C(C(=O)O)C=CC2C(F)(F)F